F[B-](F)(F)F.FCC1=C(C=CC=C1)P(C1=CC=CC=C1)C1=CC=CC=C1 (Fluoromethyl)triphenylphosphine tetrafluoroborate